C(#N)C1=C(N=C(S1)N(C1=C(N=C2N1C=C(C=C2)C=2C=CC(=NC2)N2CCN(CC2)CC(=O)O)CC)C)C2=CC=C(C=C2)F 2-(4-(5-(3-((5-cyano-4-(4-fluorophenyl)thiazol-2-yl)(methyl)amino)-2-ethylimidazo[1,2-a]pyridin-6-yl)pyridin-2-yl)piperazin-1-yl)acetic acid